2-(2-chloro-3-fluorophenyl)-N-[6-(4-fluoroanilino)pyridazin-4-yl]acetamide ClC1=C(C=CC=C1F)CC(=O)NC1=CN=NC(=C1)NC1=CC=C(C=C1)F